FC(CNC1CCC(CC1)C1=CC=2N=C(N=C(C2S1)C(=O)N)N1C=NC=C1)F ((1r,4r)-4-(2,2-difluoroethylamino)cyclohexyl)-2-(1H-imidazol-1-yl)thieno[3,2-d]pyrimidine-4-carboxamide